3-[(2-methoxyethyl)thio]propanoate COCCSCCC(=O)[O-]